Hexadecyl-fluoroheptane tert-butyl-(2S)-2-[(2,2,2-trifluoroacetamido)methyl]azetidine-1-carboxylate C(C)(C)(C)OC(=O)N1[C@@H](CC1)CNC(C(F)(F)F)=O.C(CCCCCCCCCCCCCCC)C(CCCCCC)F